tris(dimethylamino-2-methyl-2-propoxy)indium CN(C)CC(C)(O[In](OC(CN(C)C)(C)C)OC(CN(C)C)(C)C)C